ClC=1C=C2C(=NC(=NC2=C(C1C1=CC=CC=2NC(=NC21)N)F)OC[C@H]2N(CCC2)C)N2CCNCC(C2)(F)F 4-(6-chloro-4-(6,6-difluoro-1,4-diazepan-1-yl)-8-fluoro-2-(((S)-1-methylpyrrolidin-2-yl)methoxy)quinazolin-7-yl)-1H-benzo[d]imidazol-2-amine